NC1=NN(C2=NC(=CC=C21)C2(CC2)C)C(=O)C2=C(C=CC=C2)C (3-amino-6-(1-methyl-cyclopropyl)-1H-pyrazolo[3,4-b]pyridin-1-yl)(o-tolyl)methanone